2-methyl-Ylpropylamine C=C(CN)C